C(C)N(CCNC(OC(CCCO[Si](C)(C)C(C)(C)C)CCCCCC)=O)CC 1-((tert-butyldimethylsilyl)oxy)decan-4-yl (2-(diethylamino)ethyl)carbamate